2-(6-(benzyloxy)-3',6'-dihydro-[3,4'-bipyridin]-1'(2'H)-yl)-N-(5-(3-fluorophenoxy)thiazol-2-yl)propanamide C(C1=CC=CC=C1)OC1=CC=C(C=N1)C=1CCN(CC1)C(C(=O)NC=1SC(=CN1)OC1=CC(=CC=C1)F)C